[Si](C)(C)(C(C)(C)C)C(C#CC)O 1-(tert-butyldimethylsilyl)but-2-yn-1-ol